C1(CCC1)C(C(=O)O)F 2-cyclobutyl-2-fluoroacetic acid